[Ni](=S)=S.[Co] cobalt-nickel disulfide